(S)-7-(3-(2-(7H-Pyrrolo[2,3-d]pyrimidin-5-yl)thiazol-4-yl)phenyl)-6,7-dihydro-5H-pyrrolo[1,2-a]imidazol-7-ol N1=CN=CC2=C1NC=C2C=2SC=C(N2)C=2C=C(C=CC2)[C@]2(CCN1C2=NC=C1)O